Cl.Cl.NC=1C(=NC(=CN1)C1=CC=C(C=C1)S(=O)(=O)C(C)C)C1=CC(=NO1)C1=CC=C(CNC(=N)N)C=C1 1-(4-(5-(3-amino-6-(4-(isopropylsulfonyl)phenyl)pyrazin-2-yl)isoxazol-3-yl)benzyl)guanidine dihydrochloride salt